C(C1=CC=CC=C1)N1CC2(C1)CC(C2)NC(=O)N2[C@@H](CN(CC2)C2=NC=C(C=N2)C(F)(F)F)C (2R)-N-{2-benzyl-2-azaspiro[3.3]heptan-6-yl}-2-methyl-4-[5-(trifluoromethyl)pyrimidin-2-yl]piperazine-1-carboxamide